ClC=1C=NC=C(C1NC(C1=CC(=C(C=C1)OC(F)F)OCCOCCOCCOCCCNC1=C2CN(C(C2=CC=C1)=O)C1C(NC(CC1)=O)=O)=O)Cl N-(3,5-dichloropyridin-4-yl)-4-(difluoromethoxy)-3-(2-(2-(2-(3-((2-(2,6-dioxopiperidin-3-yl)-1-oxoisoindolin-4-yl)-amino)propoxy)ethoxy)ethoxy)ethoxy)benzamide